C(#N)[C@H]1N([C@H]2C[C@H]2C1)C(CC1=NC2=CC(=CC=C2C(=C1)C(=O)N)C1(CC1)C#N)=O (2-((1S,3S,5S)-3-cyano-2-azabicyclo[3.1.0]hex-2-yl)-2-oxoethyl)-7-(1-cyanocyclopropyl)quinoline-4-carboxamide